tert-butyl N-(8-bromo-7-chloro-3,4-dihydro-2H-pyrano[3,2-b]pyridin-6-yl)carbamate BrC1=C2C(=NC(=C1Cl)NC(OC(C)(C)C)=O)CCCO2